CC1=CC(=NN1)NC1=NC(=C2N1N=CC=C2)NC2CC1CCC(C2)N1CCC#N 3-((3-exo)-3-((7-((5-methyl-1H-pyrazol-3-yl)amino)imidazo[1,5-b]pyridazin-5-yl)amino)-8-azabicyclo[3.2.1]octan-8-yl)propionitrile